(E)-3-(2-methyl-3-oxo-3-(3,4,5-trimethoxyphenyl)prop-1-en-1-yl)-1H-indole-6-carboxylic acid C\C(=C/C1=CNC2=CC(=CC=C12)C(=O)O)\C(C1=CC(=C(C(=C1)OC)OC)OC)=O